6-(2-fluorobenzyl)-7-methyl-3-(tetrahydro-2H-pyran-4-yl)-3,6-dihydro-4H-pyrazolo[4,3-d][1,2,3]triazin-4-one FC1=C(CN2N=C3C(N=NN(C3=O)C3CCOCC3)=C2C)C=CC=C1